O[C@@H](CN1C[C@H]2CN([C@H]2C1)CC=O)[C@@H]([C@@H](CO)O)O 2-((1S,5R)-3-((2S,3S,4R)-2,3,4,5-tetrahydroxypentyl)-3,6-diazabicyclo[3.2.0]heptan-6-yl)ethan-1-one